((1S,9S)-9-Ethyl-5-fluoro-9-hydroxy-4-methyl-10,13-dioxo-2,3,9,10,13,15-hexahydro-1H,12H-benzo[de]pyrano[3',4':6,7]indolizino[1,2-b]quinolin-1-yl)-4-hydroxy-3-oxo-butanamide C(C)[C@]1(C(OCC=2C(N3CC=4C(=NC=5C=C(C(=C6C5C4[C@@H](CC6)C(C(=O)N)C(CO)=O)C)F)C3=CC21)=O)=O)O